ClC1=C(C(=O)NC2=C3C=NN(C3=CC=C2)C2=CC=C(C=C2)F)C(=CC=C1CNC(C(C)(C)C)=O)Cl 2,6-dichloro-3-{[(2,2-dimethylpropionyl)amino]methyl}-N-[1-(4-fluorophenyl)-1H-indazol-4-yl]benzamide